C(#N)C1=C(SC2=C1CN(CC2)CC2=CC(=CC=C2)F)NC(CC2=CC(=CC(=C2)OC)C#N)=O N-(3-Cyano-5-(3-fluorobenzyl)-4,5,6,7-tetrahydrothieno[3,2-c]pyridin-2-yl)-2-(3-cyano-5-methoxyphenyl)-acetamid